N,N'-bis(3-phenylbut-3-enyl)octahydropyridoquinoline C1(=CC=CC=C1)C(CCN1CCCC2CCC3C(=C12)C=CCN3CCC(=C)C3=CC=CC=C3)=C